2-bromo-6-ethoxybenzo[d]thiazole BrC=1SC2=C(N1)C=CC(=C2)OCC